CC1CC(CC2C1O2)C(=O)[O-] 4-epoxy-6-methyl-cyclohexanecarboxylate